2-amino-5-sulfenyl-1,3,4-thiadiazole NC1SC(N=N1)=S